CN(C1(CCC2(CN(C(N2)=O)CC2=CC(=NC=C2)N2CCN(CC2)C)CC1)C1=CC=CC=C1)C cis-8-dimethylamino-3-[[2-(4-methyl-piperazin-1-yl)-pyridin-4-yl]-methyl]-8-phenyl-1,3-diazaspiro[4.5]decan-2-one